C1(=CC(=CC=C1)NC(OCC1=CC=C2C=C(C(=NC2=C1)C)C1C(NC(CC1)=O)=O)=O)C1=CC=CC=C1 (3-(2,6-Dioxopiperidin-3-yl)-2-methylquinolin-7-yl)methyl [1,1'-biphenyl]-3-ylcarbamate